6-Chloro-N-hydroxypicolinimidoyl chloride ClC1=CC=CC(=N1)C(=NO)Cl